BrC=1C=C(C2=C(C(=C(O2)C(=O)OC(C)(C)C)COC2=C(C=CC=C2)CC(=O)OCC)C1)[N+](=O)[O-] tert-butyl 5-bromo-3-((2-(2-ethoxy-2-oxoethyl)phenoxy)methyl)-7-nitrobenzofuran-2-carboxylate